C1(CC1)C1=NC(=NO1)C=1C=C2CC[C@H](C2=CC1)NC(=O)C1CC1 (R)-N-(5-(5-cyclopropyl-1,2,4-oxadiazol-3-yl)-2,3-dihydro-1H-inden-1-yl)cyclopropanecarboxamide